C(C)(=O)O.FC(C(C)=O)(F)F Trifluoroacetone Acetate